FC=1C=C(CC=2C=C3C(N(C=NC3=C(C2C)C)[C@@H]2CCOC[C@H]2O)=O)C=CC1C(NC)=O 1,5-anhydro-2,3-dideoxy-3-(6-(3-fluoro-4-(methylcarbamoyl)benzyl)-7,8-dimethyl-4-oxoquinazolin-3(4H)-yl)-D-threo-pentitol